CC1C(C(CCC1)C)C=C(C(=O)OC)C(=O)OC dimethyl (2,6-dimethylcyclohexylmethylene)malonate